2-(hexahydropyridin-4-yl)ethan-1-ol N1CCC(CC1)CCO